C(C)(C)(C)OC(=O)N([C@H]1CN(CCC1)C=1N=[N+](C=CC1)[O-])CC1CC1 (R)-3-(3-((tert-butoxycarbonyl)(cyclopropylmethyl)amino)piperidin-1-yl)pyridazine 1-oxide